C(OCCCN)[2H] 3-(methoxy-d)propan-1-amine